Octatriacontyl pentafluoropropionate FC(C(C(=O)OCCCCCCCCCCCCCCCCCCCCCCCCCCCCCCCCCCCCCC)(F)F)(F)F